C([O-])([O-])=O.[Cu+2] copper (II) carbonate